CN(C)CC=1C=C(C(=NC1)[S@@](=O)(N)=NC(NC1=C2CCCC2=CC=2CCCC12)=O)F |o1:10| (R) or (S)-5-((dimethylamino)methyl)-3-fluoro-N'-((1,2,3,5,6,7-hexahydro-s-indacen-4-yl)carbamoyl)pyridine-2-sulfonimidamide